N=1SC=C2C1N=CS2 isothiazolo[3,4-d]thiazole